tri-methoxyphosphine COP(OC)OC